(S)-2-(3-(Fluoromethyl)bicyclo[1.1.1]pentan-1-yl)hexahydroimidazo[1,5-a]pyrazin-3(2H)-one FCC12CC(C1)(C2)N2C(N1[C@@H](CNCC1)C2)=O